4,4'-bis(bromoethynyl)-1,1'-biphenyl BrC#CC1=CC=C(C=C1)C1=CC=C(C=C1)C#CBr